C(C1=CC=CC=C1)C1=C(SC=2N3C(COCC21)=NN=C3C)C#CC=3N=CN(C3)CCCC#C 3-benzyl-9-methyl-2-((1-(pent-4-yn-1-yl)-1H-imidazol-4-yl)ethynyl)-4H,6H-thieno[2,3-e][1,2,4]triazolo[3,4-c][1,4]oxazepine